C(C)(C)(C)N(C)CC(=O)O.NC[C@@H]1CC[C@H](CC1)C(=O)N(C[C@@H]1CC[C@H](CC1)C1=NC(=C(C=C1)OC)C)C1=NC=CC(=C1)C=1N=C(OC1)C1CC1 trans-4-(Aminomethyl)-N-(4-(2-cyclopropyloxazol-4-yl)pyridin-2-yl)-N-((trans-4-(5-methoxy-6-methylpyridin-2-yl)cyclohexyl)methyl)cyclohexanecarboxamide t-butyl-sarcosinate